N1=C(C=CC=C1)C1=C(C(=O)N)C=CC=C1 Pyridylbenzamide